COCCNC(=O)N 1-(2-methoxyethyl)urea